C1(CCCC1)N1CCN(CC1)CCC(C=CC=C)=C 1-(4-cyclopentyl-1-piperazinyl)-3-methylenehept-4,6-diene